ClC1=CC2=C(C3=C(O2)C=C2C=C4OC5=C(C4=CC2=C3)C=CC=C5)C=C1 3-chloronaphtho[2,3-b:7,6-b']bis-benzofuran